BrC1=CC=C(C(=O)N2CCN(CC2)CCNC=C2C(CC(CC2=O)C2=CC=CC=C2)=O)C=C1 2-(((2-(4-(4-bromobenzoyl)piperazin-1-yl)ethyl)amino)methylene)-5-phenylcyclohexane-1,3-dione